O=C1NC2=CC=C(C=C2C=C1C1=CC=C(C=C1)NS(=O)(=O)C)C1=CC=C(C=C1)C1CCN(CC1)C(C)C N-[4-(2-oxo-6-{4-[1-(propan-2-yl)piperidin-4-yl]phenyl}-1,2-dihydroquinolin-3-yl)phenyl]methanesulfonamide